3-(6-methoxy-5-(2-methyl-1,3-dioxan-2-yl)pyridin-3-yl)-4-oxopiperidine-1-carboxylic acid tert-butyl ester C(C)(C)(C)OC(=O)N1CC(C(CC1)=O)C=1C=NC(=C(C1)C1(OCCCO1)C)OC